C(=O)C1CCC(CC1)N1N=C2C=CC(=CC2=C1)NC(OC(C)(C)C)=O tert-butyl N-[2-(4-formylcyclohexyl) indazol-5-yl]carbamate